(5-bromo-2-methylthiophen-3-yl)carbamic acid tert-butyl ester C(C)(C)(C)OC(NC1=C(SC(=C1)Br)C)=O